2,2,2-trichloroethyl (2-amino-6-((2-(trifluoromethyl)benzyl)amino)pyridin-3-yl)carbamate NC1=NC(=CC=C1NC(OCC(Cl)(Cl)Cl)=O)NCC1=C(C=CC=C1)C(F)(F)F